1-(((5S,7S)-7-methyl-3-(3-(1-methyl-1H-pyrazol-3-yl)isoxazol-5-yl)-2-oxo-1-oxa-3-azaspiro[4.5]decane-7-yl)methyl)-1H-benzo[d]imidazole-6-carbonitrile C[C@]1(C[C@]2(CN(C(O2)=O)C2=CC(=NO2)C2=NN(C=C2)C)CCC1)CN1C=NC2=C1C=C(C=C2)C#N